FC=1C=C(C=CC1F)[C@H]1[C@@H](C1)C(=O)[O-] (1R,2R)-2-(3,4-difluorophenyl)-1-cyclopropylformate